3-[(3S)-4,4-difluorotetrahydrofuran-3-yl]-1-methyl-1-[(1R)-1-pyrimidin-4-ylethyl]urea FC1([C@H](COC1)NC(N([C@H](C)C1=NC=NC=C1)C)=O)F